(Z)-1-(2-(3-(4-Fluorophenyl)-4-oxo-3,4-dihydrophthalazin-1-yl)phenyl)-N-isopropyl-methanimine oxide FC1=CC=C(C=C1)N1N=C(C2=CC=CC=C2C1=O)C1=C(C=CC=C1)\C=[N+](\C(C)C)/[O-]